CC1(OB(OC1(C)C)C1=CC2=C(N=CO2)C=C1)C 6-(4,4,5,5-tetramethyl-1,3,2-dioxaborolan-2-yl)-benzo[d]oxazole